CC1=CC=C(O1)C(C)=O 5-methyl-2-acetyl-Furan